ethyl-[(perfluorophenyl) methyl] sulfide C(C)SCC1=C(C(=C(C(=C1F)F)F)F)F